FC=1C=C(C=CC1F)N1C(CCCC12CCN(CC2)C2=NC(=NC(=C2)N2N=CC(=C2)C(F)(F)F)C=O)=O 4-(1-(3,4-difluorophenyl)-2-oxo-1,9-diazaspiro[5.5]undecane-9-yl)-6-(4-(trifluoromethyl)-1H-pyrazol-1-yl)pyrimidine-2-carbaldehyde